4-{2-{[4-(furan-3-yl)thiazol-2-yl]oxy}ethyl}morpholine O1C=C(C=C1)C=1N=C(SC1)OCCN1CCOCC1